N-(2-Methoxy-5-(4-(trifluoromethyl)phenoxy)phenyl)-3-methyl-2-oxoimidazolidine-4-carboxamide COC1=C(C=C(C=C1)OC1=CC=C(C=C1)C(F)(F)F)NC(=O)C1N(C(NC1)=O)C